FC=1C(=CC=2C3=C(NC(C2C1)=O)COC[C@H]3N(C(=O)C=3C=CC=1N(C3)C=NC1)C)F (S)-N-(8,9-difluoro-6-oxo-1,4,5,6-tetrahydro-2H-pyrano[3,4-c]isoquinolin-1-yl)-N-methylimidazo[1,5-a]pyridine-6-carboxamide